tert-Butyl (S)-((6-(2-chloro-3-(3-chloro-2-(3-formyl-1-methyl-1H-indazol-6-yl)pyridin-4-yl)phenyl)-2-methoxypyridin-3-yl)methyl)((5-oxopyrrolidin-2-yl)methyl)carbamate ClC1=C(C=CC=C1C1=C(C(=NC=C1)C1=CC=C2C(=NN(C2=C1)C)C=O)Cl)C1=CC=C(C(=N1)OC)CN(C(OC(C)(C)C)=O)C[C@H]1NC(CC1)=O